[Si](C)(C)(C(C)(C)C)OC1CCC(CC1)CCCNC[C@H](O)C1=CC(=CC=C1)F (R)-2-((3-((1r,4S)-4-((tert-butyldimethylsilyl)oxy)cyclohexyl)propyl)amino)-1-(3-fluorophenyl)ethan-1-ol